ethyl-dimethyl-ammonium sulfate S(=O)(=O)([O-])[O-].C(C)[NH+](C)C.C(C)[NH+](C)C